CN(CCNC(C(CCSCCC(=O)OCC#CCCCCCCC)NC(C(CCCCCCCC)CCCCCC)=O)=O)C dec-2-yn-1-yl 3-((4-((2-(dimethylamino)ethyl)amino)-3-(2-hexyldecanamido)-4-oxobutyl)thio)propanoate